CS(=O)(=O)OCC1=NC=C(C(=C1)F)C1C(NC(CC1)=O)=O (5-(2,6-dioxopiperidin-3-yl)-4-fluoropyridin-2-yl)methyl methanesulfonate